FC1=CC=C(C=C1)NC1=NC(=C2N=CNC2=N1)N1CCN(CC1)C N-(4-fluorophenyl)-6-(4-methylpiperazin-1-yl)-9H-purin-2-amine